methyl N-[5-[6-[(3,4-difluorophenyl)-methyl-carbamoyl]-4-methyl-benzimidazol-1-yl]-2-pyridyl]carbamate FC=1C=C(C=CC1F)N(C(=O)C=1C=C(C2=C(N(C=N2)C=2C=CC(=NC2)NC(OC)=O)C1)C)C